N1=CN=C(C=C1)C1=NC=CC=C1C(=O)O 2-(pyrimidin-4-yl)pyridine-3-carboxylic acid